1-N'-(4-fluorophenyl)-1-N-[4-(7-methoxy-6-methylsulfonylmethyl-quinolin-4-yl)oxyphenyl]Cyclopropane-1,1-dicarboxamide FC1=CC=C(C=C1)NC(=O)C1(CC1)C(=O)NC1=CC=C(C=C1)OC1=CC=NC2=CC(=C(C=C12)CS(=O)(=O)C)OC